tert-butyl ((1-(6-chloropyrido[2,3-b]pyrazin-2-yl)-4-methyl-1,4-azasilinan-4-yl)methyl)carbamate ClC=1C=CC=2C(=NC=C(N2)N2CC[Si](CC2)(C)CNC(OC(C)(C)C)=O)N1